N-((3R,4S)-4-((6-(2,6-dichloro-3,5-dimethoxyphenyl)-8-((3,3-difluorocyclobutyl)amino)pyrido[3,4-d]pyrimidin-2-yl)amino)tetrahydrofuran-3-yl)acrylamide ClC1=C(C(=C(C=C1OC)OC)Cl)C1=CC2=C(N=C(N=C2)N[C@H]2[C@H](COC2)NC(C=C)=O)C(=N1)NC1CC(C1)(F)F